C1(CC1)C1=NN(C=N1)C1CC2(CN(C2)C(=O)N2CC(C2)OCC2=CC=C(C=C2)S(=O)(=O)C(F)(F)F)C1 [6-(3-cyclopropyl-1,2,4-triazol-1-yl)-2-azaspiro[3.3]heptan-2-yl]-[3-[[4-(trifluoromethylsulfonyl)phenyl]methoxy]azetidin-1-yl]methanone